1-[2-(4-chloro-2-hydroxy-6-methyl-phenyl)-1-methyl-imidazo[4,5-b]pyrazin-5-yl]-4-methyl-piperidin-4-ol ClC1=CC(=C(C(=C1)C)C1=NC=2C(=NC=C(N2)N2CCC(CC2)(O)C)N1C)O